FC1(CC(CC1)NC1=NC(=NC(=N1)NC1=CC(=NC=C1)C1=CC=CC=C1)C1=NC(=CC=C1)C(F)(F)F)F N2-(3,3-difluorocyclopentyl)-N4-(2-phenylpyridin-4-yl)-6-(6-(trifluoromethyl)pyridin-2-yl)-1,3,5-triazine-2,4-diamine